BrC1=NN(C(=C1)C(=O)NC1=C(C=C(C=C1C)Cl)C1=NOC(C1)NCC(C)C)C1=NC=CC=C1Cl 3-bromo-N-(4-chloro-2-(5-isobutylamino-4,5-dihydroisoxazol-3-yl)-6-methylphenyl)-1-(3-chloropyridin-2-yl)-1H-pyrazole-5-carboxamide